CNC(=O)CCC(=O)C(=O)[O-] The molecule is a 2-oxo monocarboxylic acid anion. It derives from a 2-oxoglutaramate. It is a conjugate base of a N-methyl-2-oxoglutaramic acid.